1-cyclopropyl-2-{3-[(1R)-1-{[6-(dimethylphosphoryl)-2-methylpyrido[3,4-d]pyrimidin-4-yl]amino}ethyl]-2-fluorophenyl}-2,2-difluoroethan-1-one C1(CC1)C(C(F)(F)C1=C(C(=CC=C1)[C@@H](C)NC=1C2=C(N=C(N1)C)C=NC(=C2)P(=O)(C)C)F)=O